C(C)(C)(C)C=1C=C(C(=C(C1)C1=CC=CC=C1)N)C1=CC(=CC=C1)C1=CC(=CC=C1)C1=CC=CC=C1 5'-(tert-butyl)-[1,1':3',1'':3'',1''':3''',1''''-quinquephenyl]-2'-amine